NC1=NC=C(C2=C1C=NN2)NC(=O)C(=O)N(CC2=NC=C(C=C2)F)CC2=C(C=CC=C2)Cl N-(4-amino-1H-pyrazolo[4,3-c]pyridin-7-yl)-N'-[(2-chlorophenyl)methyl]-N'-[(5-fluoro-2-pyridyl)methyl]oxamide